OC[C@H]1OC=C([C@H]([C@H]1O)O)C(F)(F)F (2R,3R,4R)-2-(hydroxymethyl)-5-(trifluoromethyl)-3,4-dihydro-2H-pyran-3,4-diol